4-(5-(3-isopropoxy-4-methoxyphenyl)pyridin-3-yl)-1,2-oxaborol-2-ol C(C)(C)OC=1C=C(C=CC1OC)C=1C=C(C=NC1)C=1CB(OC1)O